FC=1C=C(C=CC1P(=O)(O)O)[C@H](C(=O)N[C@@H]1B(OC2=C(C1)C=CC=C2C(=O)O)O)NC(=O)C=2C=CN1N=CC=CC12 (R)-3-((R)-2-(3-fluoro-4-phosphonophenyl)-2-(pyrrolo[1,2-b]pyridazine-5-carboxamido)acetamido)-2-hydroxy-3,4-dihydro-2H-benzo[e][1,2]oxaborinine-8-carboxylic acid